methyl 2-(3-ethylureido)-3-fluoroisonicotinate C(C)NC(NC=1C(=C(C(=O)OC)C=CN1)F)=O